CC1=C(C=2N(C=C1C=1NC3=CC=C(C=C3C1C(C)C)C1CC(C1)NCCS(=O)(=O)C)N=CN2)C 3-(2-(7,8-dimethyl-[1,2,4]triazolo[1,5-a]pyridin-6-yl)-3-isopropyl-1H-indol-5-yl)-N-(2-(methylsulfonyl)ethyl)cyclobutan-1-amine